C(C1=CC=CC=C1)(=O)OC(C)CC(C)(OC(C1=CC=CC=C1)=O)Cl 4-chloro-2,4-pentanediol dibenzoate